FC(S(=O)(=O)OCC1(COC1)C#N)(F)F (3-cyanooxetan-3-yl)methyl trifluoromethanesulfonate